C1(CC1)C=1N=CC(=NC1)C=1C=C(C=C(C1)F)N(C1=NC=2N(C3=CC=C(C=C13)C(F)(F)F)C=NN2)C N-(3-(5-cyclopropylpyrazin-2-yl)-5-fluorophenyl)-N-methyl-7-(trifluoromethyl)-[1,2,4]triazolo[4,3-a]quinazolin-5-amine